OCC(=O)N[C@@H](CCCCN)C(=O)O N-(2-hydroxyacetyl)Lysine